tert-butyl 2-(4-(benzylthio) phenylcarbamoyl)-2,3-dihydro-1H-inden-2-ylcarbamate C(C1=CC=CC=C1)SC1=CC=C(C=C1)NC(=O)C1(CC2=CC=CC=C2C1)NC(OC(C)(C)C)=O